methyl 1-(2-(6-bromopyridin-3-yl)propan-2-yl)piperidine-4-carboxylate BrC1=CC=C(C=N1)C(C)(C)N1CCC(CC1)C(=O)OC